monooctyl-tin C(CCCCCCC)[Sn]